Calcium-dipotassium salt [K].[K].[Ca]